2,6-dichloro-9-(3-fluorophenyl)-9H-purine ClC1=NC(=C2N=CN(C2=N1)C1=CC(=CC=C1)F)Cl